C(C)(C)(C)OC(=O)N1CCN(CC1)CCO Tert-butyl-4-(2-hydroxyethyl)piperazine-1-carboxylate